2-cyclohexyl-2-methoxymethyl-1,3-dimethoxypropane C1(CCCCC1)C(COC)(COC)COC